C(C)OC(CC=1OC(NN1)=O)=O 2-(5-oxo-4,5-dihydro-1,3,4-oxadiazol-2-yl)acetic acid ethyl ester